((7-ethyl-6-oxo-5,6-dihydro-1,5-naphthyridin-3-yl)methyl)-2-fluoro-N-methyl-1',2',3',6'-tetrahydro-[3,4'-bipyridine]-2',2',6',6'-d4-6-carboxamide C(C)C=1C(NC=2C=C(C=NC2C1)CC1=C(C(=NC(=C1)C(=O)NC)F)C=1CC(NC(C1)([2H])[2H])([2H])[2H])=O